2-phenyl-5-benzimidazolesulfonic acid C1(=CC=CC=C1)C=1NC2=C(N1)C=CC(=C2)S(=O)(=O)O